C(C1=CC=CC=C1)N1[C@H]2[C@H](N(C[C@@H]1CC2)C(C)(C)C)CC#N (1R,2R,5S)-8-benzyl-3-tert-butyl-2-(cyanomethyl)-3,8-diazabicyclo[3.2.1]octane